ethyl 2-amino-4-(4-(3,3,3-trifluoropropyl)piperazin-1-yl)benzoate NC1=C(C(=O)OCC)C=CC(=C1)N1CCN(CC1)CCC(F)(F)F